2-N-(4-methoxy-3-[5-methyl-octahydro-1H-pyrazolo[4,3-c]pyridin-2-yl]cyclohexyl)-4-N,6-dimethyl-1,3-diazacyclohexane-2,4-diamine COC1C(CC(CC1)NC1NC(CC(N1)NC)C)N1NC2C(CN(CC2)C)C1